F.C(C)N Ethylamine Hydrofluoride